7-(2-fluorophenyl)pyrido[2,3-d]Pyrimidin-2(1H)-one FC1=C(C=CC=C1)C=1C=CC2=C(NC(N=C2)=O)N1